4-(2-((methylsulfamoyl)methylamino)methyl-7,8-dihydro-4H-pyrazolo[1,5-a][1,4]diazepin-5(6H)-yl)-6,8-dihydro-5H-pyrido[3,4-d]pyrimidine CNS(=O)(=O)CNCC1=NN2C(CN(CCC2)C=2C3=C(N=CN2)CNCC3)=C1